[1,4]diazepino[5',6':4,5]thieno[3,2-f]quinoline 4-oxide C1=CC=[N+](C=2C=CC3=C(C12)C=1C(S3)=CNC=CN1)[O-]